C1(CC1)N(C=1C=C(C=NC1)S(=O)(=O)N)C 5-(cyclopropyl-(methyl)amino)pyridine-3-sulfonamide